N[C@@H]1CC2=CC=CC=C2C12CCN(CC2)C=2NC(C1=C(N2)NN=C1C1(CC1)C1=CC=CC=C1)=O (R)-6-(2-amino-2,3-dihydrospiro[indene-1,4'-piperidin]-1'-yl)-3-(1-phenylcyclopropyl)-1,5-dihydro-4H-pyrazolo[3,4-d]pyrimidin-4-one